13,8a-(epoxymethano)picene-2-carbonitrile C1=C(C=CC2=CC=C3C4=CCC56C=CC=CC5=C4C(=CC3=C21)OC6)C#N